N-(4-(4-amino-7-(tetrahydrofuran-3-yl)-7H-pyrrolo[2,3-d]pyrimidin-5-yl)phenyl)-2-oxo-1-phenyl-2,4,6,7-tetrahydro-1H-pyrazolo[5,1-c][1,4]oxazine-3-carboxamide NC=1C2=C(N=CN1)N(C=C2C2=CC=C(C=C2)NC(=O)C=2C(N(N1C2COCC1)C1=CC=CC=C1)=O)C1COCC1